trans-2-pentanal CC(CCC)=O